C=C(C(=O)OC(CC1=NN=NN1)C)CC(=O)O[C@H](C)CCCCCC (1-(1H-tetrazol-5-yl)propan-2-yl) 4-((R)-octan-2-yl) 2-methylenesuccinate